C(ONCC)CONCC 2,2-(ethylenedioxy)-bis(ethylamine)